CC(C(=O)OC)(COS(=O)(=O)C)C methyl 2,2-dimethyl-3-((methylsulfonyl)oxy)propanoate